8-((3R,4S)-4-((4-Methoxypyrimidin-2-yl)oxy)-3-methylpiperidin-1-yl)-5-methyl-6-oxo-5,6-dihydro-1,5-naphthyridin-2-carbonitril COC1=NC(=NC=C1)O[C@@H]1[C@@H](CN(CC1)C1=CC(N(C=2C=CC(=NC12)C#N)C)=O)C